p-trifluoromethyl-α-bromoacetophenone FC(C1=CC=C(C=C1)C(CBr)=O)(F)F